(7-bromo-2-(((R)-1,2-dimethylpyrrolidin-2-yl)methoxy)-8-fluoroquinazolin-4-yl)-3-methylpiperidin-3-ol BrC1=CC=C2C(=NC(=NC2=C1F)OC[C@@]1(N(CCC1)C)C)N1CC(CCC1)(O)C